FC=1C=CC(=NC1)C=1C(=NC=CN1)C(C)NC(C1=CC(=CC(=C1)S(=O)(=O)C(F)(F)F)C(F)(F)F)=O N-[1-[3-(5-fluoro-2-pyridyl)pyrazin-2-yl]ethyl]-3-(trifluoromethyl)-5-(trifluoromethylsulfonyl)benzamide